FC=1C=C(C=CC1C1=C2CNC(C2=C(C=C1)C=1NC(=CN1)C)=O)NC(=O)NC1=C(C=C(C=C1F)F)F 1-[3-fluoro-4-[7-(5-methyl-1H-imidazol-2-yl)-1-oxo-2,3-dihydroisoindol-4-yl]phenyl]-3-(2,4,6-trifluorophenyl)urea